CN1C(=NC2=C1C=CC(=C2N2C[C@H](CC2)NC(OC(C)(C)C)=O)C)C(F)(F)F tert-butyl (S)-(1-(1,5-dimethyl-2-(trifluoromethyl)-1H-benzo[d]imidazole-4-yl)pyrrolidin-3-yl)carbamate